NC1=NC=NC=2N(C3=CC=C(C=C3C21)CCC(=O)OCC)CC(=O)O 2-(4-amino-6-(3-ethoxy-3-oxopropyl)-9H-pyrimido[4,5-b]indol-9-yl)acetic acid